BrCC#CCC#CCCC(=O)OC Methyl 9-Bromonona-4,7-diynoate